Benzyl((S)-1-(((S)-1-(((S)-1-cyano-2-((S)-2-oxopiperidin-3-yl)ethyl)amino)-3-cyclopropyl-1-oxopropan-2-yl)amino)-3-(naphthalen-1-yl)-1-oxopropan-2-yl)carbamate C(C1=CC=CC=C1)OC(N[C@H](C(=O)N[C@H](C(=O)N[C@@H](C[C@H]1C(NCCC1)=O)C#N)CC1CC1)CC1=CC=CC2=CC=CC=C12)=O